ClC=1C=CC2=C([C@@H](C[C@@H](O2)C(=O)NC23CC(C2)(C3)N3N=CC(=C3)C(=O)N3C[C@H](CC3)OC(F)(F)F)O)C1 (2R,4R)-6-chloro-4-hydroxy-N-(3-{4-[(3S)-3-(trifluoromethoxy)pyrrolidine-1-carbonyl]-1H-pyrazol-1-yl}bicyclo[1.1.1]pentan-1-yl)-3,4-dihydro-2H-1-benzopyran-2-carboxamide